4-chlorobenzyl (S)-(4-(1-(N-methylazetidine-1-carboxamido)eth-yl)phenyl)carbamate CN(C(=O)N1CCC1)[C@@H](C)C1=CC=C(C=C1)NC(OCC1=CC=C(C=C1)Cl)=O